sodium methylenebis(2,4-di-tert-butylphenol) phosphate P(=O)([O-])([O-])OC1=C(C(=C(C=C1)C(C)(C)C)CC=1C(=C(C=CC1C(C)(C)C)O)C(C)(C)C)C(C)(C)C.[Na+].[Na+]